(R)-1-(4-(1-isopropyl-4-(trifluoromethyl)-1H-imidazol-2-yl)phenyl)ethan-1-amine C(C)(C)N1C(=NC(=C1)C(F)(F)F)C1=CC=C(C=C1)[C@@H](C)N